C[C@@](CCOP(=O)([O-])[O-])(CC(=O)[O-])O The molecule is trianion of (R)-5-phosphomevalonic acid arising from deprotonation of the carboxy and phosphate OH groups; major species at pH 7.3. It has a role as a human metabolite and a Saccharomyces cerevisiae metabolite. It is an organophosphate oxoanion and a hydroxy monocarboxylic acid anion. It is a conjugate base of a (R)-5-phosphomevalonic acid.